CC1(N(CCC1)CCNC(=O)C=1C=C(C(=NC1)C)NC(=O)C=1C=NN2C1SC(=C2)C=2C=NC=NC2)C N-(5-((2-(2,2-dimethylpyrrolidin-1-yl)ethyl)carbamoyl)-2-methylpyridin-3-yl)-2-(pyrimidin-5-yl)pyrazolo[5,1-b]thiazole-7-carboxamide